2,6-dihydroxy-4-benzyloxybenzoic acid OC1=C(C(=O)O)C(=CC(=C1)OCC1=CC=CC=C1)O